C1(CCCCC1)SC1=CC=CC=C1 cyclohexylsulfanyl-benzene